2,3-dimethylcrotonic acid CC(C(=O)O)=C(C)C